N1N=CC(=C1)C1=CC=C(C=C1)NC1=NC(=NC=C1)C1=CC=C2C=C(NC2=C1)C(=O)N(CC)CC 6-(4-((4-(1H-pyrazol-4-yl)phenyl)amino)pyrimidin-2-yl)-N,N-diethyl-1H-indole-2-carboxamide